3,6-dichloro-4-methylpyrazine ClC1C=NC(=CN1C)Cl